C(C1=CC=CC=C1)OC(=O)N1CCCC(=C1)C=1C=2N(C=C(N1)C=1C=NN(C1)C)N=CC2 5-[6-(1-methylpyrazol-4-yl)pyrazolo[1,5-a]pyrazin-4-yl]-3,4-dihydro-2H-pyridine-1-carboxylic acid benzyl ester